tert-butyl (4-(2-(1-(4-(2,6-bis(benzyloxy)pyridin-3-yl)-2-fluorophenyl)-4-hydroxypiperidin-4-yl)ethyl)piperidin-1-yl)carbamate C(C1=CC=CC=C1)OC1=NC(=CC=C1C1=CC(=C(C=C1)N1CCC(CC1)(O)CCC1CCN(CC1)NC(OC(C)(C)C)=O)F)OCC1=CC=CC=C1